COC=1C=C2C(=CC=NC2=CC1OC)OCC=1C=C(C=CC1)[SH2](=O)C=N (R)-(3-{[(6,7-dimethoxyquinolin-4-yl)oxy]methyl}phenyl)(imino)methyl-λ6-sulfanone